NC1=C2C(=NC=N1)N(N=C2C=2NC1=CC(=CC=C1C2Cl)C(=O)NC2CC2)C(C)(C)C 2-{4-amino-1-tert-butyl-1H-pyrazolo[3,4-d]pyrimidin-3-yl}-3-chloro-N-cyclopropyl-1H-indole-6-carboxamide